7-((1H-Imidazol-1-yl)methyl)-2-(7-fluoro-6-methoxyquinazolin-4-yl)-5-(1-methyl-3-(trifluoromethyl)-1H-pyrazol-4-yl)-3,4-dihydroisoquinolin-1(2H)-one N1(C=NC=C1)CC1=CC(=C2CCN(C(C2=C1)=O)C1=NC=NC2=CC(=C(C=C12)OC)F)C=1C(=NN(C1)C)C(F)(F)F